6-isopropoxy-N-(1-(1-methylcyclopropyl)-2-oxo-1,2-dihydropyridin-3-yl)-2H-pyrazolo[3,4-b]Pyridine-5-carboxamide C(C)(C)OC=1C(=CC=2C(N1)=NNC2)C(=O)NC=2C(N(C=CC2)C2(CC2)C)=O